tert-octyl-imino-tri(dimethylamino)phosphorane C(C)(C)(CC(C)(C)C)N=P(N(C)C)(N(C)C)N(C)C